methyl (S)-2-(8-aminooct-1-yn-1-yl)-5-(3-(2-(4-(4-chlorophenyl)-2,3,9-trimethyl-6H-thieno[3,2-f][1,2,4]triazolo[4,3-a][1,4]diazepin-6-yl)acetamido)propanamido)benzoate NCCCCCCC#CC1=C(C(=O)OC)C=C(C=C1)NC(CCNC(C[C@H]1C=2N(C3=C(C(=N1)C1=CC=C(C=C1)Cl)C(=C(S3)C)C)C(=NN2)C)=O)=O